fluorenylmethoxycarbonyl-trityl-selenocysteine C1(=CC=CC=2C3=CC=CC=C3CC12)COC(=O)N([C@@H](C[SeH])C(=O)O)C(C1=CC=CC=C1)(C1=CC=CC=C1)C1=CC=CC=C1